S(=O)(=O)([O-])[O-].[Cu+2].[Cu+2].S(=O)(=O)([O-])[O-] copper-copper sulphate